N1N=CC=2C1=NC=C(C2)CN2CCC1=CC=C(C=C21)C(=O)NC2=CC(=C(C=C2)CN2CCN(CC2)C)C(F)(F)F 1-((1H-pyrazolo[3,4-b]pyridin-5-yl)methyl)-N-(4-((4-methylpiperazin-1-yl)methyl)-3-(trifluoromethyl)phenyl)indoline-6-carboxamide